ClC1=C(C(=NC2=C(C=C(C=C12)F)C(C)=O)C1COCCC1)C 1-(4-chloro-6-fluoro-3-methyl-2-(tetrahydro-2H-pyran-3-yl)quinolin-8-yl)ethan-1-one